5-[4-[(3S)-1-(3-fluoropropyl)pyrrolidin-3-yl]oxyphenyl]-1,1-dioxo-2,3-dihydro-1λ6-benzothiepin-8-ol FCCCN1C[C@H](CC1)OC1=CC=C(C=C1)C1=CCCS(C2=C1C=CC(=C2)O)(=O)=O